ClC=1C=C2C=3N(N4[C@H](C2=CC1OCCCOC)CC4(C)C)C=C(C(C3)=O)C(=O)O (S)-10-chloro-11-(3-methoxypropoxy)-2,2-dimethyl-7-oxo-1,2,7,12b-tetrahydroazeto[2,1-a]pyrido[1,2-c]phthalazine-6-carboxylic acid